N-α-(9-fluorenylmethoxycarbonyl)-O-(t-butyl)-D-tyrosine CC(C)(C)OC1=CC=C(C=C1)C[C@H](C(=O)O)NC(=O)OCC2C3=CC=CC=C3C4=CC=CC=C24